4-(4-((1R,5S)-3,8-Diazabicyclo[3.2.1]octan-3-yl)-8-fluoro-2-((1-(morpholinomethyl)cyclopropyl)methoxy-d2)pyrido[4,3-d]pyrimidin-7-yl)-5,6-difluoronaphthalen-2-ol [C@H]12CN(C[C@H](CC1)N2)C=2C1=C(N=C(N2)OC([2H])([2H])C2(CC2)CN2CCOCC2)C(=C(N=C1)C1=CC(=CC2=CC=C(C(=C12)F)F)O)F